BrC=1C=C(C=CC1)[S@](=NC(C1=CC=CC=C1)=O)C1=C(C(=CC=C1)C)C1=C(C=CC=C1C)I N-((S)-(3-bromophenyl)((R)-2'-iodo-6,6'-dimethyl-[1,1'-biphenyl]-2-yl)-λ4-sulfaneylidene)benzamide